ethyl N-[(4-methyl-5-phenyl-2H-pyrazol-3-yl)carbamothioyl]carbamate CC1=C(NN=C1C1=CC=CC=C1)NC(=S)NC(OCC)=O